(1R,5S,6s)-3-azabicyclo[3.1.0]hexan-6-ol C1[C@@H]2[C@@H](C2O)CN1